2-(2,6-difluorophenyl)-4-(5-(2,6-dimethylphenoxy)-1-methyl-2-oxo-1,2-dihydropyridin-4-yl)-6-methyl-1,6-dihydro-7H-pyrrolo[2,3-c]pyridin-7-one FC1=C(C(=CC=C1)F)C1=CC2=C(C(N(C=C2C2=CC(N(C=C2OC2=C(C=CC=C2C)C)C)=O)C)=O)N1